C(C)OC(COC1=CN=C2C(=N1)N(C(C=C2)=O)C)OCC 3-(2,2-diethoxyethoxy)-5-methylpyrido[2,3-b]pyrazin-6(5H)-one